ClC1=C(C=C(C=2C3=C(NC12)[C@@H](CNC(C3)=O)CC(C)(C)O)OCC#N)Cl |r| racemic-2-((7,8-dichloro-5-(2-hydroxy-2-methylpropyl)-2-oxo-1,2,3,4,5,6-hexahydroazepino[4,5-b]indol-10-yl)oxy)acetonitrile